2-naphthyl (butyl) sulfide C(CCC)SC1=CC2=CC=CC=C2C=C1